(1-(5-fluoro-1H-indol-3-yl)hexan-2-yl)-6-(4-methylpiperazin-1-yl)benzo[b]thiophene-2-carboxamide FC=1C=C2C(=CNC2=CC1)CC(CCCC)C=1C2=C(SC1C(=O)N)C=C(C=C2)N2CCN(CC2)C